OCC1=C(C=CC(=N1)OCC(=O)OC(C)(C)C)C tert-butyl {[6-(hydroxymethyl)-5-methylpyridin-2-yl]oxy}acetate